2,2-dimethoxysilacyclopentane COC1([SiH2]CCC1)OC